[4-[9-[[4-(5-amino-6-methoxy-indazol-2-yl)cyclohexyl]methyl]-3,9-diazaspiro[5.5]undec-3-yl]-3-methyl-2-oxo-benzoimidazol-1-yl]piperidine-2,6-dione NC1=CC2=CN(N=C2C=C1OC)C1CCC(CC1)CN1CCC2(CCN(CC2)C2=CC=CC=3N(C(N(C32)C)=O)N3C(CCCC3=O)=O)CC1